OC(CS(=O)(=O)O)COCC=C 2-hydroxy-3-(allyloxy)-1-propanesulfonic acid